C(=O)(OCC1C2=CC=CC=C2C2=CC=CC=C12)NCCCCCCN fmoc-hexamethylenediamine